(2R)-N-((S or R)-(3-chloro-4-cyano-phenyl)(5-chloro-6-(trifluoromethyl)pyridin-3-yl)methyl)-2-methyl-3-oxopiperazine-1-carboxamide ClC=1C=C(C=CC1C#N)[C@H](NC(=O)N1[C@@H](C(NCC1)=O)C)C=1C=NC(=C(C1)Cl)C(F)(F)F |o1:9|